6-(1,5-Diphenyl-4,5-dihydro-1H-pyrazol-3-yl)-7-Hydroxy-2H-chromen-2-one C1(=CC=CC=C1)N1N=C(CC1C1=CC=CC=C1)C=1C=C2C=CC(OC2=CC1O)=O